C(#C)C=1SC=C(N1)NC(NCC1=CC=C(C=C1)C1=C(C=CC=2N=CSC21)C(=O)NC)=O 7-(4-((3-(2-Ethynylthiazol-4-yl)ureido)methyl)phenyl)-N-methylbenzo[d]-thiazole-6-carboxamide